CC1=C(OC=2CCC3=CN(N=C3C21)CC2=NC=C(C=C2)C)C(=O)O 8-Methyl-2-[(5-methylpyridin-2-yl)methyl]-4,5-dihydro-2H-furo[2,3-g]indazole-7-carboxylic acid